N-(3-(tert-butylmercapto)-2-chlorophenyl)pyrazine-2-amine C(C)(C)(C)SC=1C(=C(C=CC1)NC1=NC=CN=C1)Cl